COC(=O)[C@H]1NCC(CC1)=O (S)-5-oxopiperidine-2-carboxylic acid methyl ester